COC=1C=C(C=CC1OCC1=C(C=CC=C1)C(F)(F)F)C1C=2C(NC(C1)=N)=NNC2 4-(3-methoxy-4-{[2-(trifluoromethyl)phenyl]Methoxy}phenyl)-2H,4H,5H,6H,7H-pyrazolo[3,4-b]Pyridine-6-imine